FC(C(C(F)(F)F)(F)F)(C(=O)[O-])F perfluoropropane-1-carboxylate